C1(CC1)C(C1CC1)NC(=O)C1=CN=C(O1)C=1C=C(C=CC1)C1=NN(C(=C1)C(=O)N[C@@H](C(C)C)C(=O)OCC)CC(C)(C)O ethyl (3-(3-(5-((dicyclopropylmethyl)carbamoyl)oxazol-2-yl)phenyl)-1-(2-hydroxy-2-methylpropyl)-1H-pyrazole-5-carbonyl)-L-valinate